ClC1=C(C(C(=O)O)=CC(=C1)Cl)O 3,5-Dichlorosalicylic acid